4-((Benzhydrylamino)methyl)-2-methoxyphenol C(C1=CC=CC=C1)(C1=CC=CC=C1)NCC1=CC(=C(C=C1)O)OC